Dimethoxydimethyl-silane CO[Si](C)(C)OC